6-(5-amino-6-chloro-4-fluoropyridin-2-yl)-N2,N4-bis(1-cyclopropylethyl)-1,3,5-triazine-2,4-diamine NC=1C(=CC(=NC1Cl)C1=NC(=NC(=N1)NC(C)C1CC1)NC(C)C1CC1)F